(E)-N'-((1H-pyrrol-2-yl)methylene)-1-methyl-4-oxo-1,4-dihydroquinoline-3-carbohydrazide N1C(=CC=C1)\C=N\NC(=O)C1=CN(C2=CC=CC=C2C1=O)C